BrC=1C=NN(C1)[C@@H]1CN(CC1)C(=O)OC(C)(C)C tert-Butyl (3S)-3-(4-bromopyrazol-1-yl)pyrrolidine-1-carboxylate